2-(2,6-dioxopiperidin-3-yl)-5-(4-(1-(5-methoxy-2-(1-methyl-1H-pyrazole-4-yl)-4-nitrophenyl)piperidin-4-yl)piperazin-1-yl)isoindoline-1,3-dione O=C1NC(CCC1N1C(C2=CC=C(C=C2C1=O)N1CCN(CC1)C1CCN(CC1)C1=C(C=C(C(=C1)OC)[N+](=O)[O-])C=1C=NN(C1)C)=O)=O